FC1=CC=CC=C1C(=O)N 6-fluoro-benzamide